Cl.CN1N=CC(=C1)S(=O)(=O)NN[C@@H]1CN(CCC1)C (1-methyl-1H-pyrazol-4-yl)-N-[(3S)-1-methylpiperidin-3-yl]amino-sulfonamide hydrochloride